C(C)(C)(C)OC(=O)N[C@H](C(=O)O)CC1=CNC2=CC=CC=C12 (S)-2-((tert-Butoxycarbonyl)amino)-3-(1H-indol-3-yl)propionic acid